4-(dimethylamino)-3-methylbenzene CN(C1=C(C=CC=C1)C)C